CC(=C)\C=C\C\C(=C\C=C\C(=C\C)\C)\C (3E,6E,10E)-2,6,10-trimethyldodecene-1,3,6,10-tetraene